4-Hydroxy-2,5-dimethoxy-benzaldehyd OC1=CC(=C(C=O)C=C1OC)OC